2-(4-amino-2-(hydroxymethyl)butoxy)-3-(3-(3-fluoro-5-methylphenyl)-4-(4-oxopiperidin-1-yl)quinolin-6-yl)benzonitrile NCCC(COC1=C(C#N)C=CC=C1C=1C=C2C(=C(C=NC2=CC1)C1=CC(=CC(=C1)C)F)N1CCC(CC1)=O)CO